(R)-4-amino-2-(4-methoxyphenyl)quinazoline NC1=NC(=NC2=CC=CC=C12)C1=CC=C(C=C1)OC